Br.Br.NC1CNCCCC1O 3-aminoazepan-4-ol, dihydrobromide